rac-(1s,3s)-1-(trifluoromethyl)cyclobutane-1,3-diol FC(C1(CC(C1)O)O)(F)F